(3S,4S)-3-amino-4-(hydroxymethyl)-3-methylpyrrolidine-1-carboxylate N[C@@]1(CN(C[C@@H]1CO)C(=O)[O-])C